C1(CCC1)NC1=NC(=NC=C1)NC(=O)C=1C=C2CN(C(C2=CC1)=O)C1C(NC(CC1)=O)=O N-[4-(cyclobutylamino)pyrimidin-2-yl]-2-(2,6-dioxopiperidin-3-yl)-1-oxo-3H-isoindole-5-carboxamide